NCCN1CCN(CC1)CCN N,N'-bis(2-aminoethyl)piperazine